C[C@]12CCC[C@]3([C@@H]1[C@](C(=O)C4=CC5=C(C=CC(=C5C=C43)O)O)(OC2)O)C The molecule is an organic heteropentacyclic compound comprising (2aS,5aR,8aR,8bS)-8a-hydroxy-2a,5a-dimethyldecahydro-8H-naphtho[1,8-bc]furan-8-one ortho-fused to C-6 and C-7 of naphthalene-1,4-diol. An antiplasmodial drug isolated from New Caledonian deep water sponge. It has a role as a metabolite and an antiplasmodial drug. It is a cyclic ketone, an organic heteropentacyclic compound, a cyclic hemiketal and a polyphenol. It derives from a naphthalene-1,4-diol.